N-(5-amino-1-(4-(trifluoromethyl)phenyl)-1,2,3,4-tetrahydroquinolin-3-yl)acrylamide NC1=C2CC(CN(C2=CC=C1)C1=CC=C(C=C1)C(F)(F)F)NC(C=C)=O